ClC1=CC=C(OC=2C=C(C=NC2C)NC(C=C)=O)C=C1 N-{5-(4-chlorophenoxy)-6-methylpyridin-3-yl}acrylamide